FC(CN1N=NC2=C1C=C(C=C2F)C=2C=CN1N=C(N=C(C12)OC)N[C@H]1CC[C@H](CC1)NC(C)=O)F N-(cis-4-((5-(1-(2,2-Difluoroethyl)-4-fluoro-1H-benzo[d][1,2,3]triazol-6-yl)-4-methoxypyrrolo[2,1-f][1,2,4]triazin-2-yl)amino)cyclohexyl)acetamide